isobutylbenzenepropionaldehyde C(C(C)C)C1=C(C=CC=C1)CCC=O